FC=1C(=C(C=CC1F)C1C(OC(C1C)(C(F)(F)F)C)C(=O)NC=1C=C2C(NC(C2=CC1)=O)=O)OC 3-(3,4-difluoro-2-methoxyphenyl)-N-(1,3-dioxoisoindolin-5-yl)-4,5-dimethyl-5-(trifluoromethyl)tetrahydrofuran-2-carboxamide